FC=1C(=NC(=NC1)N[C@@H]1CC[C@H](CC1)C(=O)N)C1=NC(=CC=C1)N1C(COCC1)=O trans-4-((5-fluoro-4-(6-(3-oxomorpholino)pyridin-2-yl)pyrimidin-2-yl)amino)cyclohexane-1-carboxamide